NC=1C=C(C=CC1N1CCN(CC1)C(C)C)C(=O)N1CCC(CC1)CC1=CC=CC=C1 (3-Amino-4-(4-isopropylpiperazin-1-yl)phenyl)(4-benzylpiperidin-1-yl)methanone